N-((2-(6-(1-oxa-6-azaspiro[3.3]heptan-6-yl)pyridin-2-yl)-1,6-naphthyridin-7-yl)methyl)-4-methyl-3-(methylsulfonyl)benzamide O1CCC12CN(C2)C2=CC=CC(=N2)C2=NC1=CC(=NC=C1C=C2)CNC(C2=CC(=C(C=C2)C)S(=O)(=O)C)=O